C(C)C(CC1(C(=O)O)CO1)CCCC (2-ethylhexyl)-glycidic acid